ClC=1C=CC(=C(C(=O)O)C1)NC1=C(C=NC2=CC(=C(C=C12)Cl)F)S(=O)(=O)N1CCSCC1 5-Chloro-2-[(6-chloro-7-fluoro-3-thiomorpholinylsulfonyl-4-quinolinyl)amino]benzoic acid